N-(1-(3-chlorophenyl)cyclopropyl)-2-ethynyl-thiazole-4-carboxamide ClC=1C=C(C=CC1)C1(CC1)NC(=O)C=1N=C(SC1)C#C